CC=1CCP(C1)(C1=CC=CC=C1)=O 4-methyl-1-phenyl-2,3-dihydro-phosphole 1-oxide